3'-Methyl-8'-(5-nitro-6-(3-(piperidin-1-yl)propoxy)pyridin-3-yl)spiro[cyclobutane-1,1'-pyrrolo[2,3-c]quinolin]-2'(3'H)-one CN1C(C2(C3=C1C=NC=1C=CC(=CC31)C=3C=NC(=C(C3)[N+](=O)[O-])OCCCN3CCCCC3)CCC2)=O